FC1C(C1)N 1-fluoro-2-aminocyclopropane